NC=1C=C(C=CC1)[C@@H]1C2=C(N(C([C@H]1NC(C1=CC(=CC=C1)C(F)(F)F)=O)=O)CC)N(N=C2C)C2=CC=CC=C2 |r| rac-N-((4R,5S)-4-(3-aminophenyl)-7-ethyl-3-methyl-6-oxo-1-phenyl-4,5,6,7-tetrahydro-1H-pyrazolo[3,4-b]pyridin-5-yl)-3-(trifluoromethyl)benzamide